para-aminophenylenediamine NC1=CC(=C(C=C1)N)N